[Cu+2].P(=O)([O-])([O-])[O-].P(=O)([O-])([O-])[O-].[Cu+2].[Cu+2] phosphate compound with copper